OC1(CCC1)C1=CC=CC=N1 6-(1-hydroxy-1-cyclobutyl)pyridine